ClC1=CC(=C(CN2N=C(C3=C(C2=O)CN(CC3)CC3=CC(=CC(=C3)F)F)C)C=C1)CO 3-(4-chloro-2-(hydroxymethyl)benzyl)-6-(3,5-difluorobenzyl)-1-methyl-5,6,7,8-tetrahydropyrido[3,4-d]pyridazin-4(3H)-one